ClCC(=C)C1CC(C(CC1)(C=C)C)C(=C)C 4-(3-chloroprop-1-en-2-yl)-1-methyl-2-(prop-1-en-2-yl)-1-vinylcyclohexane